NC=1C2=C(N=CN1)N(C=C2C2=C(C=C(C=C2)NC(C(C2=CC(=CC=C2)C(F)(F)F)O)=O)C)C N-(4-(4-amino-7-methyl-7H-pyrrolo[2,3-d]pyrimidin-5-yl)-3-methylphenyl)-2-hydroxy-2-(3-(trifluoromethyl)phenyl)acetamide